[Fe].[Co].[Sm] samarium cobalt-iron